tert-butyl (3r,4s)-4-((4-(3-(2,6-bis(benzyloxy) pyridin-3-yl)-1-methyl-1H-indazol-6-yl)-3,6-dihydropyridin-1(2H)-yl) methyl)-3-methylpiperidine-1-carboxylate C(C1=CC=CC=C1)OC1=NC(=CC=C1C1=NN(C2=CC(=CC=C12)C=1CCN(CC1)C[C@@H]1[C@H](CN(CC1)C(=O)OC(C)(C)C)C)C)OCC1=CC=CC=C1